N-[1-(3-cyano-2-fluoro-5-nitro-phenyl)ethylidene]-2-methyl-propane-2-sulfinamide C(#N)C=1C(=C(C=C(C1)[N+](=O)[O-])C(C)=NS(=O)C(C)(C)C)F